1-((1-(4-(1H-pyrazol-4-yl)phenyl)piperidine-4-yl)methyl)pyrrolidin-2-one N1N=CC(=C1)C1=CC=C(C=C1)N1CCC(CC1)CN1C(CCC1)=O